NC1=NC(=CC(=N1)N)S(=O)(=O)O 2,4-diamino-6-sulfopyrimidine